BrC=1C=CC=C2C=C(C=NC12)C(=O)NC(C)C 8-bromo-N-isopropylquinoline-3-carboxamide